(R)-4-(2-oxopyrrolidin-1-yl)-3-(4-methylphenyl)-N-((R)-1-(6-(trifluoromethyl)pyridin-3-yl)ethyl)-4,5-dihydro-1H-pyrazol-1-carboxamide O=C1N(CCC1)[C@H]1C(=NN(C1)C(=O)N[C@H](C)C=1C=NC(=CC1)C(F)(F)F)C1=CC=C(C=C1)C